(R)-6-amino-7-methyl-N-(5,6,7,8-tetrahydroquinoxalin-5-yl)-N-((5-(trifluoromethyl)pyridin-2-yl)methyl)-1,5-naphthyridine-3-carboxamide NC=1N=C2C=C(C=NC2=CC1C)C(=O)N(CC1=NC=C(C=C1)C(F)(F)F)[C@H]1C=2N=CC=NC2CCC1